C(C)OC([C@H](NCC1=C(C=C(C(=C1)Cl)OCC=1C(=C(C=CC1)C1=C(C(=CC=C1)N)F)C)OCC=1C=NC=C(C1)C#N)CO)=O (4-((3'-Amino-2'-fluoro-2-methyl-[1,1'-biphenyl]-3-yl)methoxy)-5-chloro-2-((5-cyanopyridin-3-yl)methoxy)benzyl)-D-serine ethyl ester